1-tert-butyl-indenyl-[2-(2,6-diisopropylphenyl)-5-mesitylimidazo[1,5-a]pyridin-3-ylidene]chloropalladium(II) C(C)(C)(C)C1C(=CC2=CC=CC=C12)[Pd-2](Cl)=C1N(C=C2N1C(=CC=C2)C2=C(C=C(C=C2C)C)C)C2=C(C=CC=C2C(C)C)C(C)C